F[C@]1(CN(CC[C@H]1O)C1=NC=CC(=N1)NC=1N=CC2=C(C=CC(=C2C1)C(C)C)N1[C@@H]([C@H](C1)C(C#N)C#N)C)C 2-((2R,3S)-1-(3-((2-((3S,4R)-3-fluoro-4-hydroxy-3-methylpiperidin-1-yl)pyrimidin-4-yl)amino)-5-isopropylisoquinolin-8-yl)-2-methylazetidin-3-yl)malononitrile